S1C(=NC2=C1C=CC=C2)C(C(=O)OCC)(F)F ethyl 2-(benzothiazol-2-yl)-2,2-difluoroacetate